6-(3-methoxy-4-((1-methylpiperidin-4-yl)methoxy)phenylamino)-3-morpholinoquinoxaline-5-carbonitrile COC=1C=C(C=CC1OCC1CCN(CC1)C)NC1=C(C=2N=C(C=NC2C=C1)N1CCOCC1)C#N